2-Chloro-4-((S)-8-(4-(4-(4-(3-(((R)-2,6-dioxopiperidin-3-yl)amino)phenyl)piperazin-1-yl)piperidine-1-carbonyl)phenyl)-3-methyl-2,8-diazaspiro[4.5]decan-2-yl)benzonitrile ClC1=C(C#N)C=CC(=C1)N1CC2(C[C@@H]1C)CCN(CC2)C2=CC=C(C=C2)C(=O)N2CCC(CC2)N2CCN(CC2)C2=CC(=CC=C2)N[C@H]2C(NC(CC2)=O)=O